CC1=CC=CC(=N1)C=1N=C2N(C1C1=CC(=NC=C1)C1=NC3=C(N1)CN(C3)CC3CC(C3)O)CCC2 3-((2-(4-(2-(6-Methylpyridin-2-yl)-6,7-dihydro-5H-pyrrolo[1,2-a]imidazol-3-yl)pyridin-2-yl)-4,6-dihydropyrrolo[3,4-d]imidazol-5(1H)-yl)methyl)cyclobutanol